FC1=CC(=C(C=C1N1CCN(CC1)C1=NC=CC=N1)NC(=O)C1=CNC(C=C1C(F)(F)F)=O)N1C[C@H](N([C@H](C1)C)C)C |r| N-[4-fluoro-5-(4-pyrimidin-2-ylpiperazin-1-yl)-2-[rac-(3R,5S)-3,4,5-trimethylpiperazin-1-yl]phenyl]-6-oxo-4-(trifluoromethyl)-1H-pyridine-3-carboxamide